FC1(C=C(C(C1(F)F)(F)F)C(C(F)(F)F)(C(F)(F)F)F)F 3,3,4,4,5,5-hexafluoro-1-(perfluoroisopropyl)-1-cyclopentene